OCC1CCC(CC1)CO [4-(hydroxymethyl)cyclohexyl]methanol